6-(3-amino-6-(3-(1-(dimethylamino)ethyl)-4-methoxyphenyl)-5-fluoropyrazin-2-yl)-3,4-dihydroisoquinolin-1(2H)-one NC=1C(=NC(=C(N1)F)C1=CC(=C(C=C1)OC)C(C)N(C)C)C=1C=C2CCNC(C2=CC1)=O